methyl-phosphonoacetic acid ethyl ester C(C)OC(C(P(=O)(O)O)C)=O